C1(CC1)[C@@H]1C[C@@H](CN(C1)C1=C2C=CC=NC2=C(C=C1)F)N cis-5-cyclopropyl-1-(8-fluoroquinolin-5-yl)piperidin-3-amine